3-(2-chloro-5-ethylpyrimidin-4-yl)pyrazolo[1,5-a]pyridine ClC1=NC=C(C(=N1)C=1C=NN2C1C=CC=C2)CC